NC1=C2N=CN(C2=NC=N1)C[C@@H](C)OCP(=O)(O)OCCCOCCCCCCCCCCCCCCCC(=O)OC methyl 16-(3-((((((R)-1-(6-amino-9H-purin-9-yl)propan-2-yl)oxy)methyl)(hydroxy)phosphoryl)oxy)propoxy)hexadecanoate